N-(4-(tert-butyl)thiazol-2-yl)-1-(2-chlorobenzyl)-1H-pyrrole-2-carboxamide C(C)(C)(C)C=1N=C(SC1)NC(=O)C=1N(C=CC1)CC1=C(C=CC=C1)Cl